FC(C=1C=C2C(C=CO2)=C(C1C1=CC2=C(N=N1)N(CC2)C2CC(C2)(C)OC)O)F 6-(difluoromethyl)-5-[7-(3-methoxy-3-methyl-cyclobutyl)-5,6-dihydropyrrolo[2,3-c]pyridazin-3-yl]benzofuran-4-ol